1-((2-(3,8-diazabicyclo[3.2.1]octan-3-yl)-7-(thiazol-4-yl)benzo[d]oxazol-4-yl)oxy)-1,1-difluoropropan-2-ol C12CN(CC(CC1)N2)C=2OC1=C(N2)C(=CC=C1C=1N=CSC1)OC(C(C)O)(F)F